ClC1=NC=C(C(=C1)NC)C1=NN(N=C1)C 2-chloro-N-methyl-5-(2-methyl-2H-1,2,3-triazol-4-yl)pyridin-4-amine